The molecule is a mannosylinositol phosphorylceramide compound having a hexacosanoyl group attached to the ceramide nitrogen, hydroxylation at C-4 of the C18 sphingoid base, and hydroxylation at C-2 and C-3 of the C26 very-long-chain fatty acid. It has a role as a Saccharomyces cerevisiae metabolite. It derives from an Ins-1-P-Cer(t18:0/2,3-OH-26:0). It is a conjugate acid of a Man-1-2-Ins-1-P-Cer(t18:0/2,3-OH-26:0)(1-). CCCCCCCCCCCCCCCCCCCCCCCC(C(C(=O)N[C@@H](COP(=O)(O)O[C@@H]1[C@@H]([C@@H]([C@H]([C@@H]([C@H]1OC2[C@H]([C@H]([C@@H]([C@H](O2)CO)O)O)O)O)O)O)O)[C@@H](C(CCCCCCCCCCCCCC)O)O)O)O